4-(dibutyl(6-fluoropyridin-2-yl)stannyl)butan-1-ylium C(CCC)[Sn](CCC[CH2+])(C1=NC(=CC=C1)F)CCCC